N'-acetyl-4-bromo-3-(methoxymethyl)benzoyl-hydrazine C(C)(=O)NNC(C1=CC(=C(C=C1)Br)COC)=O